FC(C1=C(C=CC(=C1)C(=O)O)C1=C(C=C(C=C1)C(=O)O)C(F)(F)F)(F)F 2,2'-bis(trifluoromethyl)-4,4'-dicarboxybiphenyl